[3'-(6-phenyldibenzothiophen-4-yl)biphenyl-3-yl]phenanthro[9',10':4,5]furo[2,3-b]pyrazine C1(=CC=CC=C1)C1=CC=CC=2C3=C(SC21)C(=CC=C3)C=3C=C(C=CC3)C3=CC(=CC=C3)C3=CC=CC2=C1C=CC=CC1=C1C(C=4C(=NC=CN4)O1)=C32